bis(ethylhexyloxy)phenol C(C)C(CCCCC)OC=1C(=C(C=CC1)O)OC(CCCCC)CC